CN1N=C(C=C1C1=CC=CC=C1)C=1C=C2CN(C(C2=CC1)=O)C1C(NC(CC1)=O)=O 3-(5-(1-Methyl-5-phenyl-1H-pyrazol-3-yl)-1-oxoisoindolin-2-yl)piperidine-2,6-dione